(R)-1-(2-methoxyethyl)piperidin-3-amine dihydrochloride Cl.Cl.COCCN1C[C@@H](CCC1)N